O1C(OCC1)C1CCN(CC1)C=1C=CC(=NC1)C1C(NC(CC1)=O)=O 3-(5-(4-(1,3-dioxolan-2-yl)-1-piperidinyl)-2-pyridinyl)piperidine-2,6-dione